N1,N2-bis(1-phenylethyl)-1,2-propanediamine C1(=CC=CC=C1)C(C)NCC(C)NC(C)C1=CC=CC=C1